(R)-3-fluoro-5-(2-hydroxypropan-2-yl)-N'-((1',5',6',7'-tetrahydro-2'H-spiro[cyclopropane-1,3'-dicyclopenta[b,e]pyridin]-8'-yl)carbamoyl)thiophene-2-sulfonimidamide FC1=C(SC(=C1)C(C)(C)O)[S@@](=O)(N)=NC(NC1=C2C(=NC3=C1CCC3)C3(CC2)CC3)=O